OCC1CCN(CC1)CCCC1OC(C2=CC=CC=C12)=O 3-(3-(4-(hydroxymethyl)-piperidinyl)propyl)-1(3H)-isobenzofuranone